t-butyl (1-(4-((1-(4-((1-hydroxypropan-2-yl)oxy)phenyl)-2-oxo-1,2-dihydropyrimidin-4-yl)carbamoyl)piperazin-1-yl)-2-methyl-1-oxopropan-2-yl)carbamate OCC(C)OC1=CC=C(C=C1)N1C(N=C(C=C1)NC(=O)N1CCN(CC1)C(C(C)(C)NC(OC(C)(C)C)=O)=O)=O